C(C)(C)(C)OC(=O)N[C@@H](COC1=C(C=2C=C(N=CC2C=C1)C)C(=O)OCC1=CC=CC=C1)CC1=CC=CC=C1 benzyl (R)-6-(2-((tert-butoxycarbonyl)amino)-3-phenylpropoxy)-3-methylisoquinoline-5-carboxylate